cyanomethyl (S)-2-((tert-butoxycarbonyl) amino)-3-cyanopropionate C(C)(C)(C)OC(=O)N[C@H](C(=O)OCC#N)CC#N